(R)-1-(2-((S)-1-((tert-butoxycarbonyl)amino)propan-2-yloxy)-5-fluoropyridin-3-yl)ethan C(C)(C)(C)OC(=O)NC[C@H](C)OC1=NC=C(C=C1CC)F